COCC(=O)NC1(CC(C1)NC1=NN2C(C=N1)=C(C=C2)C=2C=C1N=CC=NC1=CC2)C 2-Methoxy-N-(trans-1-methyl-3-((5-(quinoxalin-6-yl)pyrrolo[2,1-f][1,2,4]triazin-2-yl)amino)cyclobutyl)acetamide